ClC=1C2=CN(N=C2C=CC1C1=NNC2=NC(=CN=C21)N2C[C@H]1C([C@H]1C2)(C2=C(C=CC=C2F)F)CN)C ((1R,5S,6s)-3-(3-(4-chloro-2-methyl-2H-indazol-5-yl)-1H-pyrazolo[3,4-b]pyrazin-6-yl)-6-(2,6-difluorophenyl)-3-azabicyclo[3.1.0]hexan-6-yl)methanamine